OC1CN(C1)C(=O)O[C@@H]1CC[C@H](CC1)C(N(CC12CCC(CC1)(CC2)C=2C=NC(=CC2)N(C)C)C2=NC=CC(=C2)C=2C=NN(C2)C(C)(C)C)=O 4-((4-(1-(tert-Butyl)-1H-pyrazol-4-yl)pyridin-2-yl)((4-(6-(dimethylamino)pyridin-3-yl)bicyclo[2.2.2]octan-1-yl)methyl)carbamoyl)(trans-cyclohexyl) 3-hydroxyazetidine-1-carboxylate